N1(C=NC=C1)C1=CC=C(C=N1)NC(=O)C1=CN2C3=CC=C(C=C3SC2=N1)OC N-[6-(1H-imidazol-1-yl)pyridin-3-yl]-10-methoxy-7-thia-2,5-diazatricyclo[6.4.0.02,6]dodeca-1(12),3,5,8,10-pentaene-4-carboxamide